bromonitrogen boron nitrogen [N].[B].Br[N]